6-oxo-8-(2-(tetrahydro-2H-pyran-4-yl)ethyl)-5,6,7,8-tetrahydropyrazino[2,3-b]pyrazin O=C1NC2=C(N(C1)CCC1CCOCC1)N=CC=N2